C(C)(C)(C)OC(NCCOC1=CC(=C(C(=C1)F)[C@H]1N([C@@H](CC2=CC(=CC=C12)O)C)CC(C)(C)F)F)=O (2-(3,5-difluoro-4-((1S,3R)-2-(2-fluoro-2-methylpropyl)-6-hydroxy-3-methyl-1,2,3,4-tetrahydroisoquinolin-1-yl)phenoxy)ethyl)carbamic acid tert-butyl ester